(2-bromo-3-methyl-phenyl)-cyclopropyl-methanol BrC1=C(C=CC=C1C)C(O)C1CC1